3-fluoro-N-((2-(6-(2-hydroxy-2-methyl-7-azaspiro[3.5]nonan-7-yl)pyridin-2-yl)-1,6-naphthyridin-7-yl)methyl)-5-(methylsulfonyl)benzamide FC=1C=C(C(=O)NCC2=NC=C3C=CC(=NC3=C2)C2=NC(=CC=C2)N2CCC3(CC(C3)(C)O)CC2)C=C(C1)S(=O)(=O)C